C(#N)N1[C@@H](CCC1)C(=O)N(C=1SC=C(N1)C1=CC(=CC=C1)N(C(C)=O)C)C (S)-1-cyano-N-methyl-N-(4-(3-(N-methylacetamido)phenyl)thiazol-2-yl)pyrrolidine-2-carboxamide